FC(OC=1C=NC=C(C1)OC)F 3-(difluoromethoxy)-5-methoxypyridin